C(C)(C)(C)P(C1=C(C=CC=C1)C1=C(C=CC=C1NC)NC)C1=CC=CC=C1 2-(t-Butylphenylphosphino)-2',6'-dimethylamino-1,1'-biphenyl